(R)-2-(methylsulfanyl)-8-((tetrahydro-2H-pyran-3-yl)amino)pyrido[3,4-d]pyrimidine-6-carbonitrile CSC=1N=CC2=C(N1)C(=NC(=C2)C#N)N[C@H]2COCCC2